N-(2-aminoethyl)-11-aminoundecyl-trimethoxysilane thorium [Th].NCCNCCCCCCCCCCC[Si](OC)(OC)OC